ethyl 2-(2-chloro-6-methoxy-4-(4-oxo-1,2,3,4,5,6-hexahydrobenzo[a]phenanthridin-5-yl)phenoxy)acetate ClC1=C(OCC(=O)OCC)C(=CC(=C1)C1NC=2C=CC3=C(C2C=2CCCC(C12)=O)C=CC=C3)OC